S(=O)(=O)([O-])CS(=O)(=O)[O-].CN1C=[N+](C=C1)C.CN1C=[N+](C=C1)C 1,3-dimethylimidazolium methionate